4-(5-(5-amino-2-fluoro-4-morpholinylphenyl)pyrimidin-2-yl)piperazine-1-carboxylic acid tert-butyl ester C(C)(C)(C)OC(=O)N1CCN(CC1)C1=NC=C(C=N1)C1=C(C=C(C(=C1)N)N1CCOCC1)F